4-butyl-4'-{2-[4-(2-chloroethynyl)-3,5-difluorophenyl]ethynyl}-1,1'-biphenyl C(CCC)C1=CC=C(C=C1)C1=CC=C(C=C1)C#CC1=CC(=C(C(=C1)F)C#CCl)F